2-{6-azaspiro[2.5]octan-6-yl}-4-(2-hydroxyethanesulfonylamino)-N-(naphthalen-1-yl)benzamide C1CC12CCN(CC2)C2=C(C(=O)NC1=CC=CC3=CC=CC=C13)C=CC(=C2)NS(=O)(=O)CCO